3-Chlorobenzyl ((S)-3-cyclohexyl-1-(((S)-5-((2-(ethylsulfonamido)ethyl)(methyl)amino)-1,5-dioxopentan-2-yl)amino)-1-oxopropan-2-yl)carbamate C1(CCCCC1)C[C@@H](C(=O)N[C@H](C=O)CCC(=O)N(C)CCNS(=O)(=O)CC)NC(OCC1=CC(=CC=C1)Cl)=O